2-((1s,2r)-1-(2-cyanophenyl)-1-(2,4-difluorophenyl)propan-2-yl)-5-hydroxy-N-(isoxazol-4-yl)-1-methyl-6-oxo-1,6-dihydropyrimidine-4-carboxamide C(#N)C1=C(C=CC=C1)[C@H]([C@@H](C)C=1N(C(C(=C(N1)C(=O)NC=1C=NOC1)O)=O)C)C1=C(C=C(C=C1)F)F